ethyl 5-(1-fluorocyclopropyl)isoxazole-3-carboxylate FC1(CC1)C1=CC(=NO1)C(=O)OCC